N1(CCC12CCOCC2)C=2OC1=C(N2)C=C(C=C1)NC(=O)C1=CC2=C(OCCO2)C=C1 2,3-dihydro-benzo[1,4]dioxine-6-carboxylic acid [2-(7-oxa-1-aza-spiro[3.5]non-1-yl)-benzooxazol-5-yl]-amide